ClC=1C=C2C(=C(C(NC2=CC1)=O)C=1CC(N(N1)C(CCC(=O)O)=O)C1=CC2=CN(N=C2C=C1)CCC)C1=CC=CC=C1 4-[5-(6-chloro-2-oxo-4-phenyl-1H-quinolin-3-yl)-3-(2-propylindazol-5-yl)-3,4-dihydropyrazol-2-yl]-4-oxo-butanoic acid